N'-((3-(pyridin-4-yl)bicyclo[4.2.0]octa-1,3,5-trien-2-yl)carbamoyl)-6,7-dihydro-5H-pyrazolo[5,1-b][1,3]oxazine-3-sulfonimidamide N1=CC=C(C=C1)C=1C(=C2CCC2=CC1)NC(=O)N=S(=O)(N)C=1C=NN2C1OCCC2